BrC1=CC=C(C=C1)S(=O)(=O)N1CCN(CC1)C(C)C 1-((4-bromophenyl)sulfonyl)-4-isopropylpiperazine